[Cr](=O)([O-])[O-].[Ti+4].[Fe+2].[Cr](=O)([O-])[O-].[Cr](=O)([O-])[O-] iron titanium chromite